C[C@H]1N(CCOC1)C1=NC2=C(N=CC=C2C(=C1)C(C)(O)C1CCOCC1)C1=CC=NN1 1-{2-[(3R)-3-methylmorpholin-4-yl]-8-(1H-pyrazol-5-yl)-1,7-naphthyridin-4-yl}-1-(tetrahydro-2H-pyran-4-yl)ethanol